C(C)(C)(C)OC(=O)N1CCN(CC1)C1=NC(=NC2=C(C(=C(C=C12)Cl)Br)F)OC1CCN(CC1)C 4-(7-bromo-6-chloro-8-fluoro-2-((1-methylpiperidin-4-yl)oxy)quinazolin-4-yl)piperazine-1-carboxylic acid tert-butyl ester